2-((1-(4-cyano-6-methyl-2-(piperidin-1-yl)quinolin-8-yl)ethyl)amino)benzoic acid C(#N)C1=CC(=NC2=C(C=C(C=C12)C)C(C)NC1=C(C(=O)O)C=CC=C1)N1CCCCC1